7-(4-(6a,7,9,10-Tetrahydropyrazino[1,2-a]Thieno[4,3,2-De]Quinolin-8(6H)-Yl)Butoxy)Quinolin-2(1H)-One C1=CC=C2C=3C(CC4N(C13)CCN(C4)CCCCOC4=CC=C1C=CC(NC1=C4)=O)=CS2